FC1=CC=C(C=N1)C1CC(NC1)=O 4-(6-fluoropyridin-3-yl)pyrrolidin-2-one